N-(2-(5-Chloro-2-(m-cyanobenzyloxy)-4-(3-(1-(3-(azetidin-1-yl)propyl)indoline-4-yl)-2-Methylbenzyloxy)benzylamino)ethyl)acetamide ClC=1C(=CC(=C(CNCCNC(C)=O)C1)OCC1=CC(=CC=C1)C#N)OCC1=C(C(=CC=C1)C1=C2CCN(C2=CC=C1)CCCN1CCC1)C